CC=1[C@@H](C(CCC1)(C)C)\C=C/C(CC)=O (R,Z)-1-(2,6,6-trimethylcyclohex-2-en-1-yl)pent-1-en-3-one